(R)-1-((2R,5R)-2,5-diphenylphospholan-1-yl)propan-2-ol C1(=CC=CC=C1)[C@@H]1P([C@H](CC1)C1=CC=CC=C1)C[C@@H](C)O